CC1=NC=C(C(=C1)C1=CC=2N(C=C1)N=C(C2)NC2=NC=CN=C2)OC[C@@H]2CNCCO2 5-[2-methyl-5-[[(2S)-morpholin-2-yl]methoxy]-4-pyridyl]-N-pyrazin-2-yl-pyrazolo[1,5-a]pyridin-2-amine